C(=O)(O)C1=CC=C(C=C1)[C@@H]1CC[C@H](CC1)CCCCC 1-carboxy-4-(trans-4-pentylcyclohexyl)benzene